ClC=1C=CC(=NC1)OC(F)F 5-chloro-2-(difluoromethoxy)pyridine